tert-butyl (S)-1-[(S)-1-(4-ethylthiazol-2-yl)-2-(4-nitrophenyl)ethylamino]-1-oxo-3-phenylpropan-2-ylcarbamate C(C)C=1N=C(SC1)[C@H](CC1=CC=C(C=C1)[N+](=O)[O-])NC([C@H](CC1=CC=CC=C1)NC(OC(C)(C)C)=O)=O